BrC1=CC=C(C=C1)CCN1C(=NC2=C1C=CC(=C2)C#N)C(=O)NC2=CC(=NN2CC)C 1-(4-bromophenyl-ethyl)-5-cyano-N-(1-ethyl-3-methyl-1H-pyrazol-5-yl)-1H-benzo[d]imidazole-2-carboxamide